tert-butyl (4-(6-(1-(2,2-difluoroethyl)-1H-pyrazol-4-yl)pyrrolo[2,1-f][1,2,4]triazin-4-yl)-2-methylbenzyl)carbamate FC(CN1N=CC(=C1)C=1C=C2C(=NC=NN2C1)C1=CC(=C(CNC(OC(C)(C)C)=O)C=C1)C)F